5-[3-(1-{4-Amino-3-iodo-1H-pyrazolo[3,4-d]pyrimidin-1-yl}ethyl)-1-oxo-1H-isochromen-4-yl]-2-fluorobenzaldehyde NC1=C2C(=NC=N1)N(N=C2I)C(C)C=2OC(C1=CC=CC=C1C2C=2C=CC(=C(C=O)C2)F)=O